FC(C(C(C(S(=O)(=O)[O-])(F)F)(F)F)(F)F)(F)F.COC1=CC=C(C(=O)C=2C=C3C=CC(=CC3=CC2)[S+](C2=CC=CC=C2)C2=CC=CC=C2)C=C1 [6-(4-methoxybenzoyl)naphthalen-2-yl]diphenylsulfonium nonafluorobutanesulfonate